N-(3-(furan-2-yl)phenyl)-3-methyl-1-(3-(oxazol-2-yl)-4-(trifluoromethoxy)phenyl)-5-oxo-4,5-dihydro-1H-pyrazole-4-carboxamide O1C(=CC=C1)C=1C=C(C=CC1)NC(=O)C1C(=NN(C1=O)C1=CC(=C(C=C1)OC(F)(F)F)C=1OC=CN1)C